O=C(CSC=1NC(=CC(N1)=O)C(F)(F)F)N1CCCCC1 2-[(2-oxo-2-piperidin-1-ylethyl)thio]-6-(trifluoromethyl)pyrimidin-4(1h)-one